2,3-dihydro-2-hydroxy-1H-inden-1-yl-thiourea OC1C(C2=CC=CC=C2C1)NC(=S)N